5-bromo-2-(4-fluoro-1H-pyrazol-1-yl)pyridine tert-Butyl-(2S,4R)-4-(4-amino-5-iodo-7H-pyrrolo[2,3-d]pyrimidin-7-yl)-2-methylpyrrolidine-1-carboxylate C(C)(C)(C)OC(=O)N1[C@H](C[C@H](C1)N1C=C(C2=C1N=CN=C2N)I)C.BrC=2C=CC(=NC2)N2N=CC(=C2)F